6-chloro-3-[(3-cyclopropylisoxazol-5-yl)-hydroxy-methylene]-5-[4-(3-hydroxypyrrolidin-1-yl)phenyl]indolin-2-one ClC1=C(C=C2C(C(NC2=C1)=O)=C(O)C1=CC(=NO1)C1CC1)C1=CC=C(C=C1)N1CC(CC1)O